25-hydroxypentacosyl eicos-11-enoate C(CCCCCCCCCC=CCCCCCCCC)(=O)OCCCCCCCCCCCCCCCCCCCCCCCCCO